ON=C1CC2(CCC(C1)(N2C(=O)OC(C)(C)C)C)C tert-butyl 3-(hydroxyimino)-1,5-dimethyl-8-azabicyclo[3.2.1]octane-8-carboxylate